3-amino-N-((R)-7-((3S,4S)-3-fluoropiperidin-4-yl)chroman-3-yl)-6-methylthieno[2,3-b]pyridine-2-carboxamide NC1=C(SC2=NC(=CC=C21)C)C(=O)N[C@H]2COC1=CC(=CC=C1C2)[C@H]2[C@@H](CNCC2)F